isopropyl carbamate 2-aminoethylmethacrylate NCCOC(C(=C)C)=O.C(N)(OC(C)C)=O